C1(CC1)C1(NN(C(=C1)C(=O)NC)CC1=CC(=CC=C1)OC)C(=O)N 3-cyclopropyl-1-(3-methoxybenzyl)-N5-methyl-1H-pyrazole-3,5-dicarboxamide